(1S)-N-(7-chloro-6-(1-((R)-3,4,4-trimethyltetrahydrofuran-3-yl)piperidin-4-yl)isoquinolin-3-yl)-6-oxaspiro[2.5]octane-1-carboxamide ClC1=C(C=C2C=C(N=CC2=C1)NC(=O)[C@H]1CC12CCOCC2)C2CCN(CC2)[C@]2(COCC2(C)C)C